C(C)(C)(C)C=1C=C(C=C(C1O)C(C)(C)C)C(C(=O)C1=CC=C(C=C1)OC)C1=CC=CC=C1 2-(3,5-di-tert-butyl-4-hydroxyphenyl)-1-(4-methoxyphenyl)-2-phenylethan-1-one